6-((2-(3-(6-fluoro-[1,2,4]triazolo[4,3-a]pyridin-7-yl)propyl)-2-azaspiro[3.3]heptan-6-yl)methyl)-1-methyl-1,6-dihydro-7H-pyrazolo[3,4-c]pyridin-7-one FC=1C(=CC=2N(C1)C=NN2)CCCN2CC1(C2)CC(C1)CN1C(C2=C(C=C1)C=NN2C)=O